5-(8-((2-chlorophenethyl)amino)imidazo[1,2-b]pyridazin-6-yl)pyrimidine-2,4(1H,3H)-dione ClC1=C(CCNC=2C=3N(N=C(C2)C=2C(NC(NC2)=O)=O)C=CN3)C=CC=C1